BrC(=C([2H])[2H])[2H] 1-Bromo-1,2,2-trideuterio-ethylene